ClC1=C(C=CC(=C1)F)C1=CC(OC2=CC(=CC=C12)O)=O 4-(2-chloro-4-fluorophenyl)-7-hydroxy-2H-chromen-2-one